C1=C(C=CC2=CC=CC=C12)C=1C=CC=2N(C3=CC=C(C=C3C2C1)C1=CC2=CC=CC=C2C=C1)C1=CC=C(C=C1)C1=CC2=C(SC3=C2C=CC=C3)C=C1 3,6-di-naphthalen-2-yl-9-(4-dibenzothiophen-2-yl-phenyl)-9H-carbazole